S1C(=NC=C1)C1=CC=C(C=2N=C(OC21)N2CC1CCCC(C2)N1C(=O)OC(C)(C)C)OC(F)(F)F tert-Butyl 3-(7-(thiazol-2-yl)-4-(trifluoromethoxy)benzo[d]oxazol-2-yl)-3,9-diazabicyclo[3.3.1]nonane-9-carboxylate